C(=O)=C1C=NC2=CC=C(C=C2N1)C(=O)OC methyl 3-carbonyl-3,4-dihydroquinoxaline-6-carboxylate